1-methyl-5-(2-phenyl-[1,2,4]triazolo[1,5-a]pyridin-7-ylcarbamoyl)-1H-pyrazole-4-carboxylic acid CN1N=CC(=C1C(NC1=CC=2N(C=C1)N=C(N2)C2=CC=CC=C2)=O)C(=O)O